(2-Amino-4-(trifluoromethoxy)phenyl)(4-(2-(tetrahydro-2H-pyran-4-yl)-3H-imidazo[4,5-b]pyridin-7-yl)piperidin-1-yl)methanone NC1=C(C=CC(=C1)OC(F)(F)F)C(=O)N1CCC(CC1)C1=C2C(=NC=C1)NC(=N2)C2CCOCC2